2,6-dibutylhydroxyanisole C(CCC)C1=C(C(=CC=C1O)CCCC)OC